4-(((S)-1-(2-Chloro-6-fluorophenyl)ethyl)amino)-2,5-difluoro-N-((R,E)-4-(methylsulfonyl)but-3-en-2-yl)benzamide ClC1=C(C(=CC=C1)F)[C@H](C)NC1=CC(=C(C(=O)N[C@H](C)\C=C\S(=O)(=O)C)C=C1F)F